n-methyl-5-[4-[(2-methyl-oxazol-4-yl)methyl]piperazin-1-yl]-7-(trifluoromethyl)thieno[3,2-b]pyridine-3-carboxamide CNC(=O)C1=CSC=2C1=NC(=CC2C(F)(F)F)N2CCN(CC2)CC=2N=C(OC2)C